benzyl 8-[2-fluoro-5-[(4-phenyl-1-piperidyl)sulfonyl]phenyl]-3,8-diazabicyclo[3.2.1]octane-3-carboxylate FC1=C(C=C(C=C1)S(=O)(=O)N1CCC(CC1)C1=CC=CC=C1)N1C2CN(CC1CC2)C(=O)OCC2=CC=CC=C2